((4-(2,7-diazaspiro[3.5]non-2-yl)pyrimidin-5-yl)oxy)-N-(2-cyanoethyl)-5-fluoro-N-isopropylbenzamide hydrochloride Cl.C1N(CC12CCNCC2)C2=NC=NC=C2OC2=C(C(=O)N(C(C)C)CCC#N)C=C(C=C2)F